N=S(=O)(C=1C=NN(C1)C)C imino(methyl)(1-methyl-1H-pyrazol-4-yl)-λ^6-sulfanone